5-bromo-7H-pyrrolo[2,3-d]pyrimidin-4-ylamine BrC1=CNC=2N=CN=C(C21)N